C(C)(=O)[O-].[Co+3].C(C)(=O)[O-].C(C)(=O)[O-] cobaltic acetate